C1(CC1)C1=NC=NC(=C1C1=NN2C(N(C(CC2)=O)CC2=CC(=C(C=C2)C=2N(C=C(N2)C(F)(F)F)C(C)C)F)=N1)OC 2-(4-cyclopropyl-6-methoxypyrimidin-5-yl)-4-(3-fluoro-4-(1-isopropyl-4-(trifluoromethyl)-1H-imidazol-2-yl)benzyl)-6,7-dihydro-[1,2,4]triazolo[1,5-a]pyrimidin-5(4H)-one